tributyl-methyldibutyl-ammonium phosphate P(=O)([O-])([O-])[O-].C(CCC)C(CCC[NH+](CCCC)C)(CCCC)CCCC.C(CCC)C(CCC[NH+](C)CCCC)(CCCC)CCCC.C(CCC)C(CCC[NH+](C)CCCC)(CCCC)CCCC